N-(1-(1H-indol-3-yl)hexane-2-yl)-6-(3-hydroxy-3-methylazetidin-1-yl)benzo[b]-thiophene-2-carboxamide N1C=C(C2=CC=CC=C12)CC(CCCC)NC(=O)C1=CC2=C(S1)C=C(C=C2)N2CC(C2)(C)O